BrC1=C(C=C(C(=N1)C1=CN=C2N1C=C(N=C2)N2C(CCC2)=O)F)F 1-(3-(6-bromo-3,5-difluoropyridin-2-yl)imidazo[1,2-a]pyrazin-6-yl)pyrrolidin-2-one